(3S,4R)-3-(3-fluoro-4-methoxypiperidin-1-yl)pyrimidin-4-amine F[C@H]1CN(CC[C@H]1OC)N1CN=CC=C1N